2-methyl-1-(4-(6-(trifluoromethyl)pyridine-2-yl)-6-(2-(trifluoromethyl)pyridine-4-ylamino)-1,3,5-triazin-2-ylamino)propan-2-ol CC(CNC1=NC(=NC(=N1)C1=NC(=CC=C1)C(F)(F)F)NC1=CC(=NC=C1)C(F)(F)F)(C)O